O[C@H]1[C@@H]([C@@H](O[C@@H]1CO)N1C(NC(C=C1)=O)=O)C 1-[(2R,3S,4S,5R)-4-hydroxy-5-(hydroxymethyl)-3-methyloxolan-2-yl]-3H-pyrimidine-2,4-dione